CC(C(C)=O)(C(=C)C)C 3,3,4-trimethylpent-4-en-2-one